FC(C1=C(C=C(C(=N1)OC)N)F)F 6-(difluoromethyl)-5-fluoro-2-methoxy-pyridine-3-amine